C1(CCCCC1)CC(C(C(C)C)(C)C)=NO 1-cyclohexyl-3,3,4-trimethylpentan-2-one oxime